2-((S)-4-(6-((8-hydroxynaphthalen-1-yl)methyl)-2-(((S)-1-methylpyrrolidin-2-yl)methoxy)-6,7-dihydro-5H-pyrrolo[3,4-d]pyrimidin-4-yl)piperazin-2-yl)acetonitrile OC=1C=CC=C2C=CC=C(C12)CN1CC=2N=C(N=C(C2C1)N1C[C@@H](NCC1)CC#N)OC[C@H]1N(CCC1)C